NCCOCCOCCCC=1CC(C(C(C1)[2H])=O)C 5-(3-(2-(2-aminoethoxy)ethoxy)propyl)-3-methyl-2-oxo-2,3-dihydro-1H-benzol-d